methyl 4-[4-(tert-butoxycarbonyl)piperazin-1-yl]-2-methylindazole-7-carboxylate C(C)(C)(C)OC(=O)N1CCN(CC1)C=1C2=CN(N=C2C(=CC1)C(=O)OC)C